3,10-diaminoperylene-4,9-dicarboxylic acid NC=1C=CC=2C=3C=CC(=C4C(=CC=C(C5=CC=C(C1C52)C(=O)O)C43)C(=O)O)N